(S)-2-(((9H-fluoren-9-yl)methoxy)carbonyl)-7-(oxazol-2-ylmethoxy)-1,2,3,4-tetrahydroisoquinoline-3-carboxylic acid C1=CC=CC=2C3=CC=CC=C3C(C12)COC(=O)N1CC2=CC(=CC=C2C[C@H]1C(=O)O)OCC=1OC=CN1